(S)-(4-(5-chlorobenzo[d]oxazol-2-yl)-6,7-dihydro-1H-imidazo[4,5-c]pyridin-5(4H)-yl)(4-(difluoromethyl)oxazol-5-yl)methanone ClC=1C=CC2=C(N=C(O2)[C@H]2N(CCC3=C2N=CN3)C(=O)C3=C(N=CO3)C(F)F)C1